C[C@H]1N(CCOC1)C1=CC(=C2C(=N1)C(=NS2)C2=CC=NN2)C2(CCCCC2)C(=O)N 1-{5-[(3R)-3-methylmorpholin-4-yl]-3-(1H-pyrazol-5-yl)-[1,2]thiazolo[4,5-b]pyridin-7-yl}cyclohexane-1-carboxamide